CC1=C(SC=2N=CN=C(C21)N2CCN(CC2)CC=2C=C1C(N(C(C1=CC2)=O)C2C(NC(CC2)=O)=O)=O)C 5-((4-(5,6-dimethylthieno[2,3-d]pyrimidin-4-yl)piperazin-1-yl)methyl)-2-(2,6-dioxopiperidin-3-yl)isoindoline-1,3-dione